ClC1=CC=C(N=N1)OCC1=C(N=NN1C1=CC=C(C=C1)C(F)F)C(=O)O 5-(((6-Chloropyridazin-3-yl)oxy)methyl)-1-(4-(difluoromethyl)phenyl)-1H-1,2,3-triazole-4-carboxylic acid